C1(CC1)NC1=NC(=NC=C1C(=O)N)NC1=CC2=C(OC[C@@H](CN2)OCC)C=C1 4-(cyclopropylamino)-2-(((R)-2,3,4,5-tetrahydro-3-ethoxybenzo[b][1,4]oxazepin-7-yl)amino)pyrimidine-5-carboxamide